4-[1-(benzenesulfonyl)-3-(4,4,5,5-tetramethyl-1,3,2-dioxaborolan-2-yl)pyrrolo-[2,3-b]-pyridin-6-yl]-3,5-dimethyl-isoxazole C1(=CC=CC=C1)S(=O)(=O)N1C=C(C=2C1=NC(=CC2)C=2C(=NOC2C)C)B2OC(C(O2)(C)C)(C)C